8'-fluoro-1'-[trans-4-(trifluoromethyl)cyclohexyl]-4'H,6'H-spiro[1,3-dioxolan-2,5'-[1,2,4]triazolo[4,3-a][1]benzazepine] FC=1C=CC2=C(CC3(CC=4N2C(=NN4)[C@@H]4CC[C@H](CC4)C(F)(F)F)OCCO3)C1